methyl 2-methyl-6-(2,3,5,6-tetrafluoro-4'-(methylthio)-[1,1'-biphenyl]-4-yl)-1H-benzo[d]imidazole-4-carboxylate CC1=NC2=C(N1)C=C(C=C2C(=O)OC)C2=C(C(=C(C(=C2F)F)C2=CC=C(C=C2)SC)F)F